4-{6-Methyl-4-oxo-2-[1-(9H-purin-6-ylamino)ethyl]-4H-pyrido[1,2-a]pyrimidin-3-yl}benzonitrile Trifluoroacetic Acid Salt FC(C(=O)O)(F)F.CC1=CC=CC=2N1C(C(=C(N2)C(C)NC2=C1N=CNC1=NC=N2)C2=CC=C(C#N)C=C2)=O